FC([C@]12N(C=3C(=NN=C(C3)C3=C(C(=CC=C3)F)O)NC1)C[C@@H](C2)OC=2C=C1CCNCC1=CC2)F 2-((6aR,8R)-6a-(difluoromethyl)-8-((1,2,3,4-tetrahydroisoquinolin-6-yl)oxy)-5,6,6a,7,8,9-hexahydropyrrolo-[1',2':4,5]pyrazino[2,3-c]pyridazin-2-yl)-6-fluorophenol